CN(C=1C=CC2=C(C1)C(C1=CC(=CC=C1C21NC(C2=CC=C(C=C12)C(=O)[O-])=O)N(C)C)(C)C)C 3,6-bis(dimethylamino)-10,10-dimethyl-3'-oxo-10H-spiro[anthracene-9,1'-isoindoline]-6'-carboxylate